C(C1=CC=CC=C1)OCC1=NN(C(N1CC)=O)CCCC=1C(=C(C(=O)Cl)C=C(C1)F)I (3-((benzyloxy)methyl)-4-ethyl-5-oxo-4,5-dihydro-1H-1,2,4-triazol-1-yl)propan-yl-5-fluoro-2-iodobenzoyl chloride